[N+](=O)([O-])C=1C=CC2=C(C(SS2)=O)C1 5-nitro-3H-1,2-benzodithiol-3-one